C(#N)N1N=CC=C1C(=O)O cyano-1H-pyrazole-5-carboxylic acid